CC(C)=NCCCC[SiH](OCC)OCC N-(1-methylethylidene)-3-(diethoxysilyl)methyl-1-propaneamine